C[Si](C(C)(C)C)(C(C)(C)C)Cl methylditert-butylsilyl chloride